IC=1C=NN(C1C)CC1(CCCCC1)COC 4-iodo-1-((1-(methoxymethyl)cyclohexyl)methyl)-5-methyl-1H-pyrazole